2,2'-disulfanediylbis(ethan-1-ol) S(SCCO)CCO